N-(1-(5-(3-cyano-6-ethoxypyrazolo[1,5-a]pyridin-4-yl)pyridin-2-yl)-4-methylpiperidin-4-yl)-1-(dimethylamino)cyclobutane-1-carboxamide C(#N)C=1C=NN2C1C(=CC(=C2)OCC)C=2C=CC(=NC2)N2CCC(CC2)(C)NC(=O)C2(CCC2)N(C)C